(4R)-1,2,3,4-tetrahydro-4-[3-(3-methoxypropoxy)phenyl]-2-thioxo-5H-indeno[1,2-d]pyrimidin-5-one COCCCOC=1C=C(C=CC1)[C@@H]1C2=C(NC(N1)=S)C1=CC=CC=C1C2=O